4-(1-hydroxyethyl)-1H-1,2,3-triazol OC(C)C=1N=NNC1